NC12CC(C1)(C2)NC(OCC2=CC=CC=C2)=O Benzyl (3-aminobicyclo[1.1.1]pentan-1-yl)carbamate